3-(N-hydroxycarbamoyl)benzoic acid methyl ester COC(C1=CC(=CC=C1)C(NO)=O)=O